O1CCN(CC1)C=1C=CC(=NC1)NC=1C=CC(=C2CNC(C12)=O)C1=CN=C2N1C=CC(=C2)C#N 3-[7-[(5-morpholino-2-pyridyl)amino]-1-oxo-isoindolin-4-yl]imidazo[1,2-a]pyridine-7-carbonitrile